BrC1=CC=C(N=N1)CNCC1CC1 1-(6-bromopyridazin-3-yl)-N-(cyclopropylmethyl)methylamine